Methyl (R)-9-bromo-2-hydroxy-1,2,3,4-tetrahydrobenzo[4,5]imidazo[1,2-a]pyridine-7-carboxylate BrC1=CC(=CC=2N=C3N(C[C@@H](CC3)O)C21)C(=O)OC